ClC1=C(C2=C(CCS2)C=C1C)C(=O)O 6-chloro-5-methyl-2,3-dihydro-1-benzothiophene-7-carboxylic acid